ClC1=C(C=C(C(=O)N2CC=3N=C(N(C(C3C[C@H]2C)=O)C2=CC=C(C(=O)NC)C=C2)CC(C)C)C=C1)C(F)(F)F (R)-4-(7-(4-chloro-3-(trifluoromethyl)benzoyl)-2-isobutyl-6-methyl-4-oxo-5,6,7,8-tetrahydropyrido[3,4-d]pyrimidin-3(4H)-yl)-N-methylbenzamide